C(C)(=O)OC1O[C@@H]([C@@H]([C@@H]([C@H]1NC(CC1CCCCCC1)=O)OC(C)=O)OC(C)=O)COC(C)=O (3R,4R,5R,6R)-6-(acetoxymethyl)-3-(2-cycloheptylacetamido)tetrahydro-2H-pyran-2,4,5-triyl triacetate